Lithium tris(3-cyano-5,6-difluoro-1H-indazol-1-yl)borohydride C(#N)C1=NN(C2=CC(=C(C=C12)F)F)[BH-](N1N=C(C2=CC(=C(C=C12)F)F)C#N)N1N=C(C2=CC(=C(C=C12)F)F)C#N.[Li+]